CC1(C(C(=CC2(CN(CCO2)CC2COC2)C1)C#N)=O)C 10,10-dimethyl-4-(oxetan-3-ylmethyl)-9-oxo-1-oxa-4-azaspiro[5.5]undec-7-ene-8-carbonitrile